CS(=O)(=O)C=1C=CC(=C(OCC#N)C1)NCC#CC=1N(C2=CC=CC(=C2C1)NC1CCC(CC1)N(C)CCOC)CC(F)(F)F 2-(5-methanesulfonyl-2-{[3-(4-{[(1R,4R)-4-[(2-methoxyethyl)(methyl)amino]cyclohexyl]amino}-1-(2,2,2-trifluoroethyl)-1H-indol-2-yl)prop-2-yn-1-yl]amino}phenoxy)acetonitrile